2-(1-(cyclopropylmethyl)-5-(3-fluoro-4-sulfamoylbenzyl)-4-(3-((1-methylpiperidin-4-yl)ethynyl)phenyl)-1H-pyrrol-2-yl)thiazole-4-carboxylic acid C1(CC1)CN1C(=CC(=C1CC1=CC(=C(C=C1)S(N)(=O)=O)F)C1=CC(=CC=C1)C#CC1CCN(CC1)C)C=1SC=C(N1)C(=O)O